FC1=C(C=C(C(=C1)N1C[C@H](N([C@H](C1)C)C)C)NC(=O)C1=CNC(C=C1C(F)(F)F)=O)C=1CN(CC1)C(=O)OC(C)C |r| propan-2-yl 3-[2-fluoro-5-[[6-oxo-4-(trifluoromethyl)-1H-pyridine-3-carbonyl] amino]-4-[rac-(3R,5S)-3,4,5-trimethylpiperazin-1-yl]phenyl]-2,5-dihydropyrrole-1-carboxylate